CC([C@H](C(=O)OCC)C1=CC=C(C=C1)Cl)C (S)-ethyl 3-methyl-(4-chlorophenyl)-butyrate